BrC1=C(C=C(C(=C1)Cl)C(=C)C(F)(F)F)C 1-bromo-5-chloro-2-methyl-4-[1-(trifluoromethyl)vinyl]benzene